ClC=1C=C(C=CC1F)C=1N=CN(C1C=1C=CC=2N(N1)C(=CN2)C#N)CCC(F)(F)F 6-(4-(3-chloro-4-fluorophenyl)-1-(3,3,3-trifluoropropyl)-1H-imidazol-5-yl)imidazo[1,2-b]pyridazine-3-carbonitrile